tert-butyl 4-(methyl(isoquinolin-6-yl)amino)piperidine-1-carboxylate CN(C1CCN(CC1)C(=O)OC(C)(C)C)C=1C=C2C=CN=CC2=CC1